C(C)(C)C1=CC=C(C=C1)SC=1C=C2CC(C(C2=CC1)=O)=O 5-(4-isopropylphenylsulfanyl)-1,2-indandione